FC(OC1CCC(CC1)N1C(C2=CC=CC=C2C1=O)=O)F 2-((1R,4R)-4-(difluoromethoxy)cyclohexyl)isoindoline-1,3-dione